Cl.N1CC(=CC1)C1=CN=C2N1N=C(C=C2)N2[C@H](CCC2)C2=CC(=CC=C2)F (R)-3-(2,5-dihydro-1H-pyrrol-3-yl)-6-(2-(3-fluorophenyl)pyrrolidin-1-yl)imidazo[1,2-b]pyridazine hydrochloride